7-{3-[1-(2,2-Dimethylpropyl)-1H-pyrazol-4-yl]-5-fluoropyridin-2-yl}imidazo[1,2-a]pyridin CC(CN1N=CC(=C1)C=1C(=NC=C(C1)F)C1=CC=2N(C=C1)C=CN2)(C)C